C(C)C=1C=CC(=NC1)C1=NC=C(C=C1)CC 5,5'-diethyl-2,2'-bipyridine